CN[C@@H]1[C@H](C1)C (1S,2S)-N,2-dimethyl-cyclopropan-1-amine